COC1=C(C=C(C=C1)OC)C1=CC=CC=C1 2',5'-dimethoxy-[1,1'-biphenyl]